(3R)-1-(7-(8-ethyl-7-fluoro-3-(methoxymethoxy)naphthalen-1-yl)-6,8-difluoro-2-((1-(hydroxymethyl)cyclopropyl)methoxy)quinazolin-4-yl)-3-methylpiperidin-3-ol C(C)C=1C(=CC=C2C=C(C=C(C12)C1=C(C=C2C(=NC(=NC2=C1F)OCC1(CC1)CO)N1C[C@@](CCC1)(O)C)F)OCOC)F